ClC1=C(C(=O)N2COC3=C(C2)C=CC=C3C3=CC(=C(C(=O)O)C=C3F)N3CCOCC3)C=C(C(=C1)OCCOC)OC 4-[3-[2-Chloro-5-methoxy-4-(2-methoxyethoxy)benzoyl]-2,4-dihydro-1,3-benzoxazin-8-yl]-5-fluoro-2-morpholin-4-ylbenzoic acid